C(C1=CC=CC=C1)O[C@H]1[C@@H](CC1)O trans-2-(benzyloxy)cyclobutan-1-ol